C12(CC=C(C3=CC=CC=C13)O[Si](C)(C)C)CC2 ((2'H-spiro[cyclopropane-1,1'-naphthalen]-4'-yl)oxy)trimethylsilane